CC1=C(NC(=C1)C)\C=C\1/C(NC2=CC(=CC=C12)C(=O)N(CC#C)CCO)=O (Z)-3-((3,5-dimethyl-1H-pyrrol-2-yl)methylene)-N-(2-hydroxyethyl)-2-oxo-N-(prop-2-yn-1-yl)indole-6-carboxamide